di-methyl-tetrahydrofuran CC1(OCCC1)C